1,4-bis(tertiary butyl-peroxyisopropyl)benzene C(C)(C)(C)OOC(C)(C)C1=CC=C(C=C1)C(C)(C)OOC(C)(C)C